1-butyl-3-methylimidazolium bis(trifluoromethane)sulfonimide salt [N-](S(=O)(=O)C(F)(F)F)S(=O)(=O)C(F)(F)F.C(CCC)N1C=[N+](C=C1)C